Cl.Cl.N1C(=NC2=C1C=CC=C2)[C@@H]2NCC[C@H](C2)NC(=O)NC2=CC=C(C=C2)C#N 1-((2R,4R)-2-(1H-benzo[d]imidazol-2-yl)piperidin-4-yl)-3-(4-cyanophenyl)urea dihydrochloride